C1(=CC=CC=C1)C=C(CCCC)C1OCCO1 2-(1-phenylhex-1-en-2-yl)-1,3-dioxolan